(R)-8-(2-chloro-4-(pyrrolidin-2-ylmethoxy)phenyl)-6-(1-methylcyclopropoxy)-9-((4-methylpyridin-2-yl)methyl)-9H-purine ClC1=C(C=CC(=C1)OC[C@@H]1NCCC1)C=1N(C2=NC=NC(=C2N1)OC1(CC1)C)CC1=NC=CC(=C1)C